tert-butyl 5-fluoro-6-nitro-2',3'-dihydro-1'H,2H-spiro[benzofuran-3,4'-pyridine]-1'-carboxylate FC=1C(=CC2=C(C1)C1(CCN(C=C1)C(=O)OC(C)(C)C)CO2)[N+](=O)[O-]